(S)-N-(3-(1-((2-ethyl-2H-pyrazolo[3,4-b]pyrazin-6-yl)amino)ethyl)phenyl)-3-methyl-1H-pyrazolo[3,4-b]pyridine-5-carboxamide C(C)N1N=C2N=C(C=NC2=C1)N[C@@H](C)C=1C=C(C=CC1)NC(=O)C=1C=C2C(=NC1)NN=C2C